6-((((S)-1-(1H-pyrazolo[3,4-b]pyridin-5-yl)piperidin-3-yl)((2-methoxypyridin-4-yl)methyl)amino)methyl)-9,10-difluoro-3-methyl-2H-[1,4]oxazino[2,3,4-ij]quinolin-7(3H)-one N1N=CC=2C1=NC=C(C2)N2C[C@H](CCC2)N(CC2=CC(=NC=C2)OC)CC2=CN1C3=C(C(=C(C=C3C2=O)F)F)OCC1C